N-(5-cyano-6-(2H-1,2,3-triazol-2-yl)pyridin-3-yl)-1-(4-fluoroisoquinolin-1-yl)-5-(trifluoromethyl)-1H-pyrazole-4-carboxamide C(#N)C=1C=C(C=NC1N1N=CC=N1)NC(=O)C=1C=NN(C1C(F)(F)F)C1=NC=C(C2=CC=CC=C12)F